2,2-dimethyl-propionyldiphenyl-phosphine oxide CC(C(=O)P(C1=CC=CC=C1)(C1=CC=CC=C1)=O)(C)C